COC=1C=C(C=CC1)C=1C(=CC=CC1)S(=O)(=O)C1=CC=C(C=C1)NC(=O)NCC1=CC=NC=C1 1-[4-(3'-Methoxy-biphenyl-2-sulfonyl)-phenyl]-3-pyridin-4-ylmethyl-urea